2,4,6-Tris[2-hydroxy-4-(3-butoxy-2-hydroxy-propoxy)phenyl]-1,3,5-triazine OC1=C(C=CC(=C1)OCC(COCCCC)O)C1=NC(=NC(=N1)C1=C(C=C(C=C1)OCC(COCCCC)O)O)C1=C(C=C(C=C1)OCC(COCCCC)O)O